(S)-2-((S)-3-(1H-pyrazol-5-yl)piperidin-1-yl)-N-(5-(cyclopropylmethoxy)pyridin-2-yl)propanamide N1N=CC=C1[C@@H]1CN(CCC1)[C@H](C(=O)NC1=NC=C(C=C1)OCC1CC1)C